(R)-1-METHOXYHEX-5-ENE-2-SULFONAMIDE COC[C@@H](CCC=C)S(=O)(=O)N